C1(CCC1)C(=O)OS(=O)(=O)C1=CC(=CC=C1)OC 1-((3-methoxyphenyl) sulfonyl) cyclobutanecarboxylate